4-(2,5-dimethyl-1H-pyrrol-1-yl)-3,3-difluoropiperidine hydrochloride Cl.CC=1N(C(=CC1)C)C1C(CNCC1)(F)F